5-morpholinylpyrazolo[1,5-a]pyrimidine-3-carboxylic acid ethyl ester C(C)OC(=O)C=1C=NN2C1N=C(C=C2)N2CCOCC2